C(C)O[Si](OCC)(OCC)CN1N=CC=N1 2-(triethoxysilylmethyl)-2H-1,2,3-triazole